C1CCCC=2C(=NC=3C=C4C(=CC3C12)C=CN4)C4=CC=C(C=C4)O 4-(2,3,4,8-tetrahydro-1H-pyrrolo[3,2-b]phenanthridin-5-yl)phenol